FC1=CC=C(OC2=C(C=C(C=C2)C(=O)NCC(=O)N2[C@H]3C[C@]3(C[C@H]2C(=O)OCC2=CC=CC=C2)COCCCC=C)\C=C/CCCCCC=C)C=C1 benzyl (1S,3S,5R)-2-(2-{[4-(4-fluorophenoxy)-3-[(1Z)-nona-1,8-dien-1-yl]phenyl]formamido}acetyl)-5-[(pent-4-en-1-yloxy)methyl]-2-azabicyclo[3.1.0]hexane-3-carboxylate